CC1(OB(OC1(C)C)C=1C=NC2=NC=CC=C2C1)C 3-(4,4,5,5-tetramethyl-1,3,2-dioxaborolan-2-yl)-1,8-naphthyridine